C(\C=C/C(=O)[O-])(=O)OCCCCC monopentyl maleate